O1[C@H](COCC1)CN1N=CC(=C1C(=O)NC1=NC=C(C=C1F)C#CC1=CC=CC=C1)Cl (S)-1-((1,4-dioxan-2-yl)methyl)-4-chloro-N-(3-fluoro-5-(phenylethynyl)pyridin-2-yl)-1H-pyrazole-5-carboxamide